perfluorononyl methacrylate C(C(=C)C)(=O)OC(C(C(C(C(C(C(C(C(F)(F)F)(F)F)(F)F)(F)F)(F)F)(F)F)(F)F)(F)F)(F)F